C(#N)C1=CC=C2C=CN(C2=C1)CC=1C=C(CNC(OC(C)(C)C)=O)C=CC1 tert-butyl (3-((6-cyano-1H-indol-1-yl)methyl)benzyl)carbamate